FC1=NC=CC(=C1)[C@@H](C1CCN(CC1)C(=O)C=1C=CC2=C(NC(CO2)=O)C1)C1=CC=CC=C1 6-[4-[(S)-(2-fluoro-4-pyridyl)-phenyl-methyl]piperidine-1-carbonyl]-4H-1,4-benzoxazin-3-one